6-(tert-butyl)-2-chloro-3-(cyclopropylmethoxy)-10-oxo-6,10-dihydro-5H-pyrido[1,2-h][1,7]Naphthyridine-9-carboxylic acid ethyl ester C(C)OC(=O)C=1C(C=C2N(C(CC=3C=C(C(=NC23)Cl)OCC2CC2)C(C)(C)C)C1)=O